copper-tin hydroxide [Sn](O)(O)(O)O.[Cu]